C(C=C)(=O)[O-].C(C=C)(=O)[O-].C(C=C)(=O)[O-].C(C=C)(=O)[O-].[Zr+4] zirconium (IV) tetraacrylate